hexaneamine C(CCCCC)N